4-[[4-[[(1S)-2-hydroxy-1-phenyl-ethyl]amino]-5-(3-methyl-1,2,4-oxadiazol-5-yl)pyrimidin-2-yl]amino]-2-methyl-benzamide OC[C@H](C1=CC=CC=C1)NC1=NC(=NC=C1C1=NC(=NO1)C)NC1=CC(=C(C(=O)N)C=C1)C